2-chloro-N-(4,4-difluorocyclohexyl)-4-(1-{[8-(2,2-dimethylpropyl)-7-oxo-pyrido[2,3-d]pyrimidin-2-yl]amino}ethyl)benzamide ClC1=C(C(=O)NC2CCC(CC2)(F)F)C=CC(=C1)C(C)NC=1N=CC2=C(N1)N(C(C=C2)=O)CC(C)(C)C